N1C[C@H](CC1)C(=O)O (3S)-pyrrolidine-3-carboxylic acid